benzyl 1-acetylcyclobutane-1-carboxylate C(C)(=O)C1(CCC1)C(=O)OCC1=CC=CC=C1